N-acetylgalactosaminylglucose CC(=O)N[C@@H]1[C@H]([C@H]([C@H](OC1C(=O)[C@@H]([C@H]([C@@H]([C@@H](CO)O)O)O)O)CO)O)O